carbamate HCl Cl.C(N)(O)=O